(1R,3S,4R)-3-fluoro-1-(3-(5-fluoropyrimidin-2-yl)benzyl)-4-(methylsulfonamido)cyclopentane-1-carboxylate F[C@H]1C[C@@](C[C@H]1NS(=O)(=O)C)(C(=O)[O-])CC1=CC(=CC=C1)C1=NC=C(C=N1)F